C(CCCCCCCC)OC1=C(COC2=C(SC=C2)C(=O)NC=2C=NC=CC2)C=CC=C1 (2-(nonyloxy)benzyloxy)-N-(pyridin-3-yl)thiophene-2-carboxamide